4-bromomethyl-quinolone BrCC1=CC(NC2=CC=CC=C12)=O